C(C=C)(=O)OC1=CC=C(C(=O)C2=CC=CC=C2)C=C1 4-acryloyl-oxy-benzophenone